7-(2-nitro-1-phenylethyl)-6-phenyl-3,5-dihydro-1H-[1,2]oxaborolo[3,4-f]indol-1-ol [N+](=O)([O-])CC(C1=CC=CC=C1)C1=C(NC=2C=C3C(=CC12)B(OC3)O)C3=CC=CC=C3